[B].[Si].[Cr].[Ni].[Fe] iron nickel chromium silicon boron